C(C)OC(=O)C1=CCC([C@H](C1)NC(=O)OC(C)(C)C)=C(F)F.FC(C1=C(OC2=CC(=CC=C2)OC2=C(C(=CC=C2)N)C(F)(F)F)C=CC=C1N)(F)F 1,3-bis(2-trifluoromethyl-3-aminophenoxy)benzene Ethyl-(S)-5-((tert-butoxycarbonyl)amino)-4-(difluoromethylene)cyclohex-1-ene-1-carboxylate